CN1N=CC(=C1)N1C(C2=C(C=C1)C(=CN2)C2=NC(=NC=C2C(F)(F)F)NC2CNCCC2)=O 6-(1-methyl-1H-pyrazol-4-yl)-3-(2-{[piperidin-3-yl]amino}-5-(trifluoromethyl)pyrimidin-4-yl)-1H,6H,7H-pyrrolo[2,3-c]pyridin-7-one